4-amino-7-isopropyl-7H-pyrrolo[2,3-d]pyrimidine-5-carboxylic acid NC=1C2=C(N=CN1)N(C=C2C(=O)O)C(C)C